O[C@@H]1C[C@@H](OC2=CC=C(C=C12)C(F)(F)F)C(=O)NC12CC(C1)(C2)N2N=NC(=C2)C2CC(C2)OC(F)(F)F (2R,4R)-4-hydroxy-N-(3-(4-((1s,3S)-3-(trifluoromethoxy)cyclobutyl)-1H-1,2,3-triazol-1-yl)bicyclo[1.1.1]pentan-1-yl)-6-(trifluoromethyl)chroman-2-carboxamide